C(C1=CC=CC=C1)SC=1N([C@H]2[C@H](OC)[C@H](O)[C@@H](CO)O2)C=2N=CN=C(C2N1)N 8-benzylthio-2'-O-methyladenosine